7-((1H-indazol-6-yl)ethynyl)-6-methyl-N-(3-(trifluoromethyl)phenyl)benzo[d]isoxazol-3-amine N1N=CC2=CC=C(C=C12)C#CC1=C(C=CC=2C(=NOC21)NC2=CC(=CC=C2)C(F)(F)F)C